(S)-3-(3-chlorophenyl)-2,3,4,5-tetrahydrobenzo[f][1,4]oxazepine-8-carboxylic acid methyl ester COC(=O)C1=CC2=C(CN[C@H](CO2)C2=CC(=CC=C2)Cl)C=C1